(3-(5-(1-amino-1,3-dihydrospiro[indene-2,4'-piperidin]-1'-yl)-6-(hydroxymethyl)pyrazin-2-yl)prop-2-yn-1-yloxy)isoindolin-1-one NC1C2=CC=CC=C2CC12CCN(CC2)C=2N=CC(=NC2CO)C#CCON2C(C1=CC=CC=C1C2)=O